ClC1=CC=C(C=C1)C1=C(C(=NN1C1=C(C=C(C=C1)Cl)Cl)C(=O)NC=1C=CC(=NC1)C(=O)OC)C Methyl 5-(5-(4-chlorophenyl)-1-(2,4-dichlorophenyl)-4-methyl-1H-pyrazole-3-carboxamido)picolinate